C(C)OC(=O)C1=C(N=C(S1)C1=CC2=C(S1)C(=C(C=C2)OC(C)C)C#N)C.CC(C=O)CC2=CCC(CC2)CCC 2-methyl-3-(4-propylcyclohex-1-en-1-yl)propanal Ethyl-2-(7-cyano-6-isopropoxybenzo[b]thiophen-2-yl)-4-methylthiazole-5-carboxylate